2-(1-methylpropyl)-5-methylphenol CC(CC)C1=C(C=C(C=C1)C)O